ClC1=CC=C(C2=C1C=C(O2)F)COC2=CC=CC(=N2)C2CCC(CC2)CC2=NC1=C(N2C[C@H]2OCC2)C=C(C=C1F)C(=O)O 2-(((1r,4S)-4-(6-((4-chloro-2-fluorobenzofuran-7-yl)methoxy)pyridin-2-yl)cyclohexyl)methyl)-4-fluoro-1-(((S)-oxetan-2-yl)methyl)-1H-benzo[d]imidazole-6-carboxylic acid